C(C)OC(C(F)(F)C1=C(C=CC=C1C)Cl)=O 2-(2-chloro-6-methylphenyl)-2,2-difluoroacetic acid ethyl ester